C(C)(C)(C)OC(=O)N1CCC2(CN(C2)C2=CC(=C3C(=N2)C(=CS3)C(NC)=O)C(F)(F)F)CC1 2-[3-(methylcarbamoyl)-7-(trifluoromethyl)thieno[3,2-b]pyridin-5-yl]-2,7-diazaspiro[3.5]nonane-7-carboxylic acid tert-butyl ester